N1N=CC2=CC(=CC=C12)NC1=NC(=NC=C1)C=1C=CC2=C(SC(=C2)C(=O)NC=2C=NC=CC2)C1 6-(4-((1H-indazol-5-yl)amino)pyrimidin-2-yl)-N-(pyridin-3-yl)benzo[b]thiophene-2-carboxamide